di(glycerol) triisostearate C(CCCCCCCCCCCCCCC(C)C)(=O)O.C(CCCCCCCCCCCCCCC(C)C)(=O)O.C(CCCCCCCCCCCCCCC(C)C)(=O)O.OCC(O)CO.OCC(O)CO